N=C1NCC(N1)C(=O)N 2-imino-imidazolidine-4-carboxamide